methyl 3-(4-(3,4-difluoro-2-(trifluoromethyl) phenyl) piperidine-1-carbonyl)-1,4,5,7-tetrahydro-6H-pyrazolo[3,4-c]pyridine-6-carboxylate FC=1C(=C(C=CC1F)C1CCN(CC1)C(=O)C1=NNC=2CN(CCC21)C(=O)OC)C(F)(F)F